(trans)-(3-(2,5-dimethylphenyl)allyl)(methyl)sulfur CC1=C(C=C(C=C1)C)/C=C/CSC